C[Si](OC(C#C)(C)C)(OC(C#C)(C)C)OC(C#C)(C)C methyl-(tris(3-methyl-1-butyn-3-oxy))silane